BrC1=C2CN(C(C2=CC(=C1)NCC1NCCC1)=O)C1CCC(CC1)C(=O)NC1=CC(=C(C=C1)C)OC (1s,4s)-4-(4-Bromo-1-oxo-6-(pyrrolidin-2-ylmethylamino)isoindolin-2-yl)-N-(3-methoxy-4-methylphenyl)cyclohexanecarboxamide